C(CNCCNCCNCCNCCNC(CCCCCCCCCCCCCCCCC)=O)NC(CCCCCCCCCCCCCCCCC)=O N,N'-(3,6,9,12-tetraazatetradecane-1,14-diyl)distearamide